C(#C)C=1SC=C(N1)C1=C(C(\C(\C1)=N\OCC(=O)NC1=CC=C(C(=O)C2=CC=C(C=C2)NC(CCC#C)=O)C=C1)O)C (E)-N-(4-(4-(2-(((4-(2-ethynylthiazol-4-yl)-2-hydroxy-3-methylcyclopent-3-en-1-ylidene)amino)oxy)acetamido)benzoyl)phenyl)pent-4-ynamide